N-[1-[(2S,6S)-6-methyl-4-oxo-2-piperidinyl]cyclopropyl]carbamic acid tert-butyl ester C(C)(C)(C)OC(NC1(CC1)[C@H]1N[C@H](CC(C1)=O)C)=O